N-(3-chloro-2,4-difluorophenyl)-N-methyl-2-(6-methyl-4-(trifluoro-methyl)-pyridin-2-yl)-5-oxopyrazolidine-3-carboxamide ClC=1C(=C(C=CC1F)N(C(=O)C1N(NC(C1)=O)C1=NC(=CC(=C1)C(F)(F)F)C)C)F